Cinnamic acid vinyl ester C(=C)OC(C=CC1=CC=CC=C1)=O